C(C)(=O)O[C@H]1[C@H](N(C[C@@H]1OC(=O)OC(C)(C)C)C(=O)OC(C)(C)C)CC1=CC=C(C=C1)B(O)O 4-{[(2R,3S,4S)-3-(acetyloxy)-1-(tert-butoxycarbonyl)-4-[(tert-butoxycarbonyl)oxy]pyrrolidin-2-yl]methyl}phenylboronic acid